BrC=1C=CC(=C(C1)N1C(NC(C1)=O)=O)O 1-(5-bromo-2-hydroxyphenyl)imidazoline-2,4-dione